[Si](C)(C)(C(C)(C)C)OC1CCC(CC12CCCC2)C2=NN(C=C2CN(CCN(C(OC(C)(C)C)=O)C)C)C2OCCCC2 tert-butyl N-(2-{[(3-{10-[(tert-butyldimethylsilyl)oxy]spiro[4.5]decan-7-yl}-1-(oxan-2-yl)-1H-pyrazol-4-yl)methyl](methyl)amino} ethyl)-N-methylcarbamate